CC1(C2=CC=CC=C2C=2C=CC(=CC12)N(C1=CC=C(C=C1)B(O)O)C1=CC=CC=C1)C (4-((9,9-dimethyl-9H-fluoren-2-yl)(phenyl)amino)phenyl)boronic acid